ethyl-n-hexyl-magnesium C(C)[Mg]CCCCCC